FC1=CC(=C(C=C1)C1=CC(NCC1)C(=O)N)CF 4-(4-fluoro-2-(fluoromethyl)phenyl)-1,2,5,6-tetrahydropyridine-2-carboxamide